C(C1=CC=CC=C1)C1CCN(CC1)CCNC(=O)C1=NC2=C(N1)C=CC(=C2)OC N-(2-(4-benzylpiperidin-1-yl)ethyl)-5-methoxy-1H-benzo[d]imidazol-2-carboxamide